(±)-4-(2-Oxo-2,3-dihydro-benzoimidazol-1-yl)-piperidine-1-carboxylic acid [1-(1H-indol-5-ylmethyl)-2-(4-isobutyl-piperazin-1-yl)-2-oxo-ethyl]-amide N1C=CC2=CC(=CC=C12)C[C@H](C(=O)N1CCN(CC1)CC(C)C)NC(=O)N1CCC(CC1)N1C(NC2=C1C=CC=C2)=O |r|